3-Fluorobenzyl ((S)-4-methyl-1-oxo-1-(((S)-1-oxo-3-((S)-2-oxopyrrolidin-3-yl)propan-2-yl)amino)pentan-2-yl)carbamate CC(C[C@@H](C(N[C@H](C=O)C[C@H]1C(NCC1)=O)=O)NC(OCC1=CC(=CC=C1)F)=O)C